2-[[3-morpholinosulfonyl-6-(tetrahydropyran-4-ylamino)-4-quinolyl]amino]benzoic acid O1CCN(CC1)S(=O)(=O)C=1C=NC2=CC=C(C=C2C1NC1=C(C(=O)O)C=CC=C1)NC1CCOCC1